C(C1=CC=CC=C1)OC=1C=C2CCN3C(C2=CC1OC)CC(C(C3)CC(C)(C)C)=O 9-(benzyloxy)-3-(2,2-dimethylpropyl)-10-methoxy-1H,2H,3H,4H,6H,7H,11bH-pyrido[2,1-a]isoquinolin-2-one